(3,5-difluoroanilino)-N-(2,2-dimethylpropyl)-3-methoxy-pyridine-2-carboxamide FC=1C=C(NC2=C(C(=NC=C2)C(=O)NCC(C)(C)C)OC)C=C(C1)F